N1=CC(=CC=C1)C=1C=C(C#N)C=CC1 3-(pyridin-3-yl)benzonitrile